C(#N)C=1C(=NC=CN1)C(C)N(C(C1=CC(=CC(=C1)C(F)(F)F)C(F)(F)F)=O)CC1CC1 N-[1-(3-cyanopyrazin-2-yl)ethyl]-N-(cyclopropylmethyl)-3,5-bis(tri-fluoromethyl)benzamide